3-cyclopropyl-N1,N1-dimethyl-N3-(3-(trifluoromethyl)benzyl)-1H-1,2,4-Triazole-1,3-disulfonamide C1(CC1)C1(NN(C=N1)S(=O)(=O)N(C)C)S(=O)(=O)NCC1=CC(=CC=C1)C(F)(F)F